BrC=1C(=CC2=C(N(C=N2)CCC[C@H]2NCCC[C@@H]2O)C1)F (2R,3S)-2-(3-(6-bromo-5-fluoro-1H-benzo[d]imidazol-1-yl)propyl)piperidin-3-ol